NC1=NC(=NN2C1=NC=C2C=2C=C(C=CC2C)S(=O)(=O)N[C@@H]2CO[C@H](CC2)CO)C(F)(F)F 3-(4-amino-2-(trifluoromethyl)imidazo[2,1-f][1,2,4]triazin-7-yl)-N-((3S,6R)-6-(hydroxymethyl)tetrahydro-2H-pyran-3-yl)-4-methylbenzenesulfonamide